4,4-difluoro-3,3-dimethyl-3,4-dihydroisoquinoline FC1(C(N=CC2=CC=CC=C12)(C)C)F